(3S)-3-(2-(5-(2-(dimethylamino)ethyl)-3-fluoro-2-oxopyridin-1(2H)-yl)-4-methylpentanamido)-3-(4-fluoro-2',6'-dimethyl-5-(trifluoromethyl)biphenyl-3-yl)propanoic acid CN(CCC=1C=C(C(N(C1)C(C(=O)N[C@@H](CC(=O)O)C=1C=C(C=C(C1F)C(F)(F)F)C1=C(C=CC=C1C)C)CC(C)C)=O)F)C